7,8-dichloro-1-phenylquinazolin-2,4(1H,3H)-dione ClC1=CC=C2C(NC(N(C2=C1Cl)C1=CC=CC=C1)=O)=O